pyrrolidine hemihydrate O.N1CCCC1.N1CCCC1